2,6-dimethyl-9-[2-carboxy(3,6-methano-4-methyl-4-cyclohexenyl)]carbonyloxyanthracene CC1=CC2=C(C3=CC=C(C=C3C=C2C=C1)C)OC(=O)C1C(C2C(=CC1C2)C)C(=O)O